C(O)([O-])=O.O(CC[N+]1=CN(C=C1)C)CC[N+]1=CN(C=C1)C.C(O)([O-])=O 3,3'-(oxybis(ethane-2,1-diyl))bis(1-methyl-1H-imidazol-3-ium) hydrogen carbonate